FC(C1=CC=CC(=N1)NC(=O)C1=CC2=CN(N=C2C=C1OC(C)C)[C@@]12CO[C@@](CC1)(C2)C)F N-(6-(difluoromethyl)pyridin-2-yl)-6-isopropoxy-2-((1S,4S)-1-methyl-2-oxabicyclo[2.2.1]heptan-4-yl)-2H-indazole-5-carboxamide